ClC1=C(C(=O)C2=CNC3=NC=CC(=C32)NC3CC(C3)C(=O)OC)C=CC(=C1)OC1=CC=CC=C1 Methyl (1r,3r)-3-((3-(2-chloro-4-phenoxybenzoyl)-1H-pyrrolo[2,3-b]pyridin-4-yl)amino)cyclobutane-1-carboxylate